tripropylammonium tetra(p-tolyl)borate C1(=CC=C(C=C1)[B-](C1=CC=C(C=C1)C)(C1=CC=C(C=C1)C)C1=CC=C(C=C1)C)C.C(CC)[NH+](CCC)CCC